2-hydroxy-5-sulfonyl-benzoic acid OC=1C(C(=O)O)=CC(CC1)=S(=O)=O